(1R,2R,5s)-3-(3-(dimethylsulfamoyl)benzoyl)-N-((1R)-1-(4-(trifluoromethyl)phenyl)ethyl)-3-azabicyclo[3.1.0]hexane-2-carboxamide CN(S(=O)(=O)C=1C=C(C(=O)N2[C@H]([C@@H]3C[C@@H]3C2)C(=O)N[C@H](C)C2=CC=C(C=C2)C(F)(F)F)C=CC1)C